2-chloro-4-[[3-(2,3-difluoro-4-methoxy-phenyl)imidazo[1,2-a]pyrazin-8-yl]amino]benzoic acid ClC1=C(C(=O)O)C=CC(=C1)NC=1C=2N(C=CN1)C(=CN2)C2=C(C(=C(C=C2)OC)F)F